FC1=C(C=NC(=C1)N1CCNCC1)C1C(NC(CC1)=O)=O 3-(4-fluoro-6-piperazin-1-yl-3-pyridyl)piperidine-2,6-dione